ClCC(=O)N1CCC2(N(C(CS2)=O)CC=2OC(=CC2)C2=CC(=CC3=CC=CC=C23)O)CC1 8-(2-Chloroacetyl)-4-((5-(3-hydroxynaphthalen-1-yl)furan-2-yl)methyl)-1-thia-4,8-diazaspiro[4.5]decan-3-one